N-(4-((4-(3-chloro-5-fluorophenyl)piperazin-1-yl)sulfonyl)phenyl)-2-(N-methylmethylsulfonamido)benzamide ClC=1C=C(C=C(C1)F)N1CCN(CC1)S(=O)(=O)C1=CC=C(C=C1)NC(C1=C(C=CC=C1)N(S(=O)(=O)C)C)=O